2-(3-bromo-6-fluoro-2-methylphenyl)-1,3-dioxolane BrC=1C(=C(C(=CC1)F)C1OCCO1)C